1-(tert-butyl) 3-ethyl 3-(5-nitro-1-(phenylsulfonyl)-1H-pyrrolo[2,3-b]pyridin-4-yl)pyrrolidine-1,3-dicarboxylate [N+](=O)([O-])C=1C(=C2C(=NC1)N(C=C2)S(=O)(=O)C2=CC=CC=C2)C2(CN(CC2)C(=O)OC(C)(C)C)C(=O)OCC